C(C)(C)(C)N1N=CC(=C1)C(=O)NCC1=C(C=C(C=C1)C1=NC=NC(=C1)Cl)C 1-(tert-butyl)-N-(4-(6-chloropyrimidin-4-yl)-2-methylbenzyl)-1H-pyrazole-4-carboxamide